TRIAZOLOQUINOXALINE N1N=NC=2C=CC=3N=CC=NC3C21